C1=CC=CC=2C3=CC=CC=C3N(C12)C1=CC(=CC=C1)N1C2=CC=CC=C2C=2C=CC=CC12 1,3-bis-(9-carbazolyl)benzene